2-[3-chloro-5-(4,4,5,5-tetramethyl-1,3,2-dioxaborolan-2-yl)phenoxy]-N,N-dimethyl-ethanamine ClC=1C=C(OCCN(C)C)C=C(C1)B1OC(C(O1)(C)C)(C)C